C(C=C)(=O)[Li].[Si].[Li] lithium silicon alloyl-lithium